pyrido[3',2':5,6]pyrimido[1,2-a]indole N1=CC=CC=2C=NC=3N(C4=CC=CC=C4C3)C21